2-(methylsulfonyl)-4-(pentafluoro-lambda6-sulfanyl)-N-(3-(trifluoromethyl)bicyclo[1.1.1]pentan-1-yl)benzamide CS(=O)(=O)C1=C(C(=O)NC23CC(C2)(C3)C(F)(F)F)C=CC(=C1)S(F)(F)(F)(F)F